2'-(2-(6-([1,1'-biphenyl]-4-yl)-2-phenylpyrimidin-4-yl)phenyl)spiro[cyclohexane-1,9'-fluorene]-7'-carbonitrile C1(=CC=C(C=C1)C1=CC(=NC(=N1)C1=CC=CC=C1)C1=C(C=CC=C1)C1=CC=2C3(C4=CC(=CC=C4C2C=C1)C#N)CCCCC3)C3=CC=CC=C3